aminopinene NC1C(=C2C(C(C1)C2)(C)C)C